(2S,3R,4R,5S)-5,6-difluoro-2-methyltetrahydro-2H-pyran-3,4-diyl diacetate C(C)(=O)O[C@@H]1[C@@H](OC([C@H]([C@@H]1OC(C)=O)F)F)C